19-nor-4-androstene-3,17-dione C[C@]12CC[C@H]3[C@H]([C@@H]1CCC2=O)CCC4=CC(=O)CC[C@H]34